3-[1-(2,2-dimethylpropyl)pyrazolo[4,3-c]pyridin-6-yl]-1H-pyrazol-4-amine dihydrochloride Cl.Cl.CC(CN1N=CC=2C=NC(=CC21)C2=NNC=C2N)(C)C